tris(1,1-diisopropyl-2-methylpropyloxy)bismuth C(C)(C)C(C(C)C)(O[Bi](OC(C(C)C)(C(C)C)C(C)C)OC(C(C)C)(C(C)C)C(C)C)C(C)C